C(C1=CC=CC=C1)N1C(=NC2=C1C=C(C=C2CCS(=O)(=O)N)C=2C1=C(C(N(C2)C)=O)NC=C1)C (1-benzyl-2-methyl-6-(6-methyl-7-oxo-6,7-dihydro-1H-pyrrolo[2,3-c]pyridin-4-yl)-1H-benzo[d]imidazol-4-yl)ethylsulfonamide